C(C1=CC=CC=C1)OCC1=CC(=C(C=C1)O)OC 4-((benzyloxy)methyl)-2-methoxyphenol